C(=O)(O)C1=CC(=C(C(=O)O)C=C1)[N+](=O)[O-] 4-carboxy-2-nitrobenzoic acid